CON=CC(=O)OC methyl 2-methoxyiminoacetate